2-methoxy-4-[(E)-[methyl-(5-methyl-1,1-dioxo-1,2-benzothiazol-3-yl)hydrazono]methyl]phenol COC1=C(C=CC(=C1)/C=N/N(C1=NS(C2=C1C=C(C=C2)C)(=O)=O)C)O